C(C)SC=1C=C(C=NC1C=1OC2=C(N1)C=C(C=C2)SC(F)(F)F)C2(CC2)C#N 1-[5-ethylsulfanyl-6-[5-(trifluoromethylsulfanyl)-1,3-benzoxazol-2-yl]-3-pyridyl]Cyclopropanecarbonitrile